CN1C(C=C(C=C1)NC1=CC=C2CCNC(C2=C1)=O)=O 7-((1-methyl-2-oxo-1,2-dihydropyridin-4-yl)amino)-3,4-dihydroisoquinolin-1(2H)-one